BrC=1C(=NC=C(C1)C)CC#N 2-(3-bromo-5-methylpyridin-2-yl)acetonitrile